N-(4-chloro-2-fluoro-phenyl)-5-(4-fluoro-2-methoxy-3-pyridyl)-1H-pyrrole-3-sulfonamide ClC1=CC(=C(C=C1)NS(=O)(=O)C1=CNC(=C1)C=1C(=NC=CC1F)OC)F